2-((2'-(benzylamino)-[4,4'-bipyridin]-2-yl)(methyl)amino)ethan-1-ol C(C1=CC=CC=C1)NC1=NC=CC(=C1)C1=CC(=NC=C1)N(CCO)C